F\C(\C(=O)OCC)=C/C Ethyl (Z)-2-fluorobut-2-enoate